C(C)(C)(C)OC(=O)N1C2(CC2)CN(CC1)C1=NC=C(C=C1)B1OC(C(O1)(C)C)(C)C 7-(5-(4,4,5,5-tetramethyl-1,3,2-dioxaborolan-2-yl)pyridin-2-yl)-4,7-diazaspiro[2.5]octane-4-carboxylic acid tert-butyl ester